bis-[3-(trimethoxysilyl)-propyl]-amine CO[Si](CCCNCCC[Si](OC)(OC)OC)(OC)OC